(E)-N-(4-(4-(4-(2-amino-4-(difluoromethyl)pyrimidin-5-yl)-6-morpholino-1,3,5-triazin-2-yl)piperazin-1-yl)-4-oxobutyl)-N-methylbut-2-enamide NC1=NC=C(C(=N1)C(F)F)C1=NC(=NC(=N1)N1CCOCC1)N1CCN(CC1)C(CCCN(C(\C=C\C)=O)C)=O